IC1=NN(C2=CC=C(C=C12)OCCCO)C1OCCCC1 3-(3-iodo-1-tetrahydropyran-2-yl-indazol-5-yl)oxypropan-1-ol